[Al+3].C(C)N(CC)CC(C)([N-]CCCN(C)C)N(CC)CC.C(C)N(CC)CC(C)(N(CC)CC)[N-]CCCN(C)C.C(C)N(CC)CC(C)(N(CC)CC)[N-]CCCN(C)C Bis(diethylamino)(3-dimethylaminopropyl-isopropylamide) aluminum